O1CCOC12CCC(CC2)N2CCC1=C(C=CC=C21)F 1-(1,4-dioxaspiro[4.5]decan-8-yl)-4-fluoro-2,3-dihydroindole